methyl 3-bromo-5-(hydroxymethyl)benzoate BrC=1C=C(C(=O)OC)C=C(C1)CO